BrC=1C=NC2=CC=C(C=C2C1)CC(=O)C1=NC(=CC=C1)C 2-(3-Bromoquinolin-6-yl)-1-(6-methylpyridin-2-yl)ethan-1-one